C(C1CS1)O[Si](C)(C)C(C)(C)C Tert-Butyldimethylsilyl Thioglycidyl Ether